ethyl 2-(2-((7-bromobenzofuran-5-yl)methoxy)-4-fluorophenyl)acetate BrC1=CC(=CC=2C=COC21)COC2=C(C=CC(=C2)F)CC(=O)OCC